C(C1=CC=CC=C1)OC(=O)N1C[C@@H]([C@H](C1)N)N.BrCC(=O)C=1C(=CC2=C(OC(O2)([2H])[2H])C1)NC(C)=O N-(6-(2-bromoacetyl)benzo[d][1,3]dioxol-5-yl-2,2-d2)acetamide (3S,4S)-benzyl-3,4-diaminopyrrolidine-1-carboxylate